S1OC[C@H]2N1C=CNC2 (S)-tetrahydro-[1,2,3]oxathiazolo[3,4-a]pyrazin